O1N=C(N=C1)C=1C=CC=NC1 5-(1,2,4-oxadiazolyl)pyridin